[Cl-].CC(C=1C(=CC=CC1)C(=O)P(C1=CC=C(C=C1)C)C1=CC=C(C=C1)C)(C)C (trimethyl-toluoyl)di(p-tolyl)phosphine chloride